O1C[C@@H](OC2=NC=CC=C21)C2=CC=C(CN1[C@@H]3CN([C@H](C1)CC3)C(C)=O)C=C2 1-{(1S,4S)-5-[(S)-4-(2,3-dihydro-[1,4]dioxino[2,3-b]pyridin-3-yl)-benzyl]-2,5-diaza-bicyclo[2.2.2]oct-2-yl}-ethanone